(5-(3-(piperidin-1-yl)propoxy)-1H-indol-2-yl)methanol N1(CCCCC1)CCCOC=1C=C2C=C(NC2=CC1)CO